OC1=C(C=C(C=C1)C1=C(C=2CC3=CC=CC=C3C2C=C1)C1=CC(=C(C=C1)O)C)C bis(4-hydroxy-3-methylphenyl)fluorene